C(C)C(COC(CCCCC(=O)OCC(CCCC)CC)=O)CCCC di(2-ethylhexyl)-adipate